O=C1NC(CCC1N1C(N(C2=C1C=CC=C2C#CCOCCOCCN2N=C1C=C(C(=CC1=C2)NC(=O)C2=NC(=CC=C2)C(F)(F)F)C(C)(C)O)C)=O)=O N-[2-[2-[2-[3-[1-(2,6-dioxo-3-piperidyl)-3-methyl-2-oxobenzimidazol-4-yl]prop-2-ynoxy]ethoxy]ethyl]-6-(1-hydroxy-1-methyl-ethyl)indazol-5-yl]-6-(trifluoromethyl)pyridine-2-carboxamide